8-chloro-1,2,3,4-tetrahydro-2,7-naphthyridine ClC=1N=CC=C2CCNCC12